C1(=CC=CC=C1)C(CCC(NCC(=O)O)C(N)=O)C1=CC=CC=C1 N-(3,3-diphenyl-propyl-carbamylmethyl)glycine